BrC1=C(C(=CC=C1)\C=C(/SC)\S(=O)C)C(F)(F)F 1-bromo-3-[(E)-2-methanesulfinyl-2-(methylsulfanyl)ethenyl]-2-(trifluoromethyl)benzene